CN(C)CC1CCC(CC1)C1(CC(=NC=C1)N)N 4-((1s,4s)-4-((dimethylamino)methyl)cyclohexyl)pyridine-2,4-diamine